C(C)C1C(=NOC1(C1=CC=CC=C1)C1=CC=CC=C1)C(=O)O ethyl-5,5-diphenyl-2-isoxazoline-3-carboxylic acid